ClC1=C(C=C(C=C1)[C@@H]1O[C@@H]([C@H]([C@@H]([C@H]1O)O)O)CO)CC1=CC=C(C=C1)OCC (2S,3R,4R,5S,6R)-2-[4-chloro-3-[(4-ethoxyphenyl)methyl]phenyl]-6-(hydroxymethyl)oxan-3,4,5-triol